Cl.FC=1C=C(C=NC1)C=1SC2=C(N1)C=CC(=C2)N 2-(5-fluoropyridin-3-yl)benzo[d]thiazol-6-amine hydrochloride